C(N)(O[C@@H]1CO[C@@H](C[C@@H]1O)C(=O)N1[C@H](C2=CC=CC=C2CC1)C1=CC=C(C=C1)F)=O ((3r,4S,6S)-6-((S)-1-(4-fluorophenyl)-1,2,3,4-tetrahydroisoquinoline-2-carbonyl)-4-hydroxytetrahydro-2H-pyran-3-yl) carbamate